Br[C@@](C#N)(C(F)(F)Br)C (S)-2,3-dibromo-3,3-difluoro-2-methylpropanenitrile